(E)-4-(3,5-Difluorostyryl)-1-methylpyridin-1-ium iodide [I-].FC=1C=C(/C=C/C2=CC=[N+](C=C2)C)C=C(C1)F